O=C1C(=C(C=NN1)N1[C@@H](CCC1)COC1CC(C1)C(=O)N1CCN(CC1)C1=NC=C(C#N)C=C1)C(F)(F)F 6-(4-((1R,3s)-3-(((S)-1-(6-Oxo-5-(trifluoromethyl)-1,6-dihydropyridazin-4-yl)pyrrolidin-2-yl)methoxy)cyclobutane-1-carbonyl)piperazin-1-yl)nicotinonitrile